COC1CCC(CC1)C(=O)NC2=NC=CC(=C2)C3=CC(=NC=C3)NC4=CC=C(C=C4)F The molecule is a member of the class of bipyridines that is 4,4'-bipyridine substituted at positions 2 and 2' by 4-fluoroaminophenyl and 4-methoxycyclohexanecarboxamido groups respectively. It is a member of bipyridines, a monocarboxylic acid amide, an ether, an organofluorine compound, an aromatic amine and a secondary amino compound.